methyl 4-(benzylthio)-3,5-dimethoxybenzoate C(C1=CC=CC=C1)SC1=C(C=C(C(=O)OC)C=C1OC)OC